C1(CCCC1)N1N=CC(=C1)C=1N=C(C=2N(C1)N=CC2F)N2C([C@]([C@@H](C2)C)(C#N)C2CC2)=O (3R,4S)-1-[6-(1-cyclopentylpyrazol-4-yl)-3-fluoropyrazolo[1,5-a]pyrazin-4-yl]-3-cyclopropyl-4-methyl-2-oxopyrrolidine-3-carbonitrile